C(C)C1(CC2=CC=CC=C2C1)C(=O)Cl 2-ethylindane-2-carboxylic acid chloride